N-(2,4,6-trifluorobenzyl)-2,5,7,9-tetrahydro-1,6-methanopyrido[1,2-b][1,2,5]triazonine-10-carboxamide FC1=C(CNC(=O)C=2CC=C3N(N4CC=CCN(C3)C4)C2)C(=CC(=C1)F)F